C(C=C)(=O)OCCOCCOCCOCCOC(C=C)=O Tetraethylen glycol diacrylat